OC=1C=C(C=CC1O)C(C(F)(F)F)(C(F)(F)F)C1=CC(=C(C=C1)O)O 2,2-bis(3-hydroxy-4-hydroxyphenyl)hexafluoropropane